3-hydroxyadipic acid thioester S1OC(CC(CCC(=O)O1)O)=O